7-hydroxy-4'-chloroisoflavone OC1=CC=C2C(C(=COC2=C1)C1=CC=C(C=C1)Cl)=O